(4-Cyanobicyclo[2.1.1]hex-1-yl)carbamic acid tert-butyl ester C(C)(C)(C)OC(NC12CCC(C1)(C2)C#N)=O